FC(OCCN1N=CN=C1C(=O)N)F 1-(2-(difluoromethoxy)ethyl)-1H-1,2,4-triazole-5-carboxamide